2-{1-[(3-hydroxyazetidin-3-yl)methyl]-1H-1,2,3-triazol-4-yl}-4,6-bis(trifluoromethyl)phenyl N-(4-fluorophenyl)-N-methylcarbamate FC1=CC=C(C=C1)N(C(OC1=C(C=C(C=C1C(F)(F)F)C(F)(F)F)C=1N=NN(C1)CC1(CNC1)O)=O)C